C(=C\\C(=O)O)\\C(=C(/C(=O)O)\\Cl)\\Cl The molecule is a 2,3-dichloromuconic acid in which both double bonds have Z geochemistry. It has a role as a bacterial metabolite. It is a conjugate acid of a (2Z,4Z)-2,3-dichloromuconate(2-).